2-[4-(2-chlorophenyl)-2-oxo-chromen-7-yl]oxy-N-isopropyl-propionamide ClC1=C(C=CC=C1)C1=CC(OC2=CC(=CC=C12)OC(C(=O)NC(C)C)C)=O